N-(2,3-dihydro-1H-inden-2-yl)-3-(3,3-diisopropylureido)pyrazine-2-carboxamide C1C(CC2=CC=CC=C12)NC(=O)C1=NC=CN=C1NC(=O)N(C(C)C)C(C)C